N-[(6-Amino-2-pyridyl)sulfonyl]-6-(3,5-dimethylphenyl)-2-[(4S)-2,2,4-trimethylpyrrolidin-1-yl]pyridin-3-carboxamid NC1=CC=CC(=N1)S(=O)(=O)NC(=O)C=1C(=NC(=CC1)C1=CC(=CC(=C1)C)C)N1C(C[C@@H](C1)C)(C)C